(S)-2-(1-Cyclopropyl-4-oxo-1,4-dihydro-5H-pyrazolo[3,4-d]pyridazin-5-yl)-N-(1-(p-tolyl)ethyl)-acetamid C1(CC1)N1N=CC2=C1C=NN(C2=O)CC(=O)N[C@@H](C)C2=CC=C(C=C2)C